5-(2,2',5'-trifluorobiphenyl-4-yl)-3,6-dihydro-2H-1,3,4-oxadiazin-2-one FC1=C(C=CC(=C1)C1=NNC(OC1)=O)C1=C(C=CC(=C1)F)F